O[C@H]([C@@H]([C@H](N)C(=O)O)C)C (4S)-4-Hydroxy-L-isoleucine